O=C1CC2(OCCO2)C=2C(=CC=C(C12)OC1=C(C#N)C=CC=C1)SC(F)(F)F (3-oxo-7-(trifluoromethylthio)-2,3-dihydrospiro[indene-1,2'-[1,3]dioxolan]-4-oxy)benzonitrile